(7S)-2-(((1-(4-fluoro-2-methylbenzyl)-1H-pyrazol-4-yl)methyl)amino)-4,7,8-trimethyl-7,8-dihydropteridin-6(5H)-one FC1=CC(=C(CN2N=CC(=C2)CNC2=NC=3N([C@H](C(NC3C(=N2)C)=O)C)C)C=C1)C